ethylendiamine triacetate C(C)(=O)O.C(C)(=O)O.C(C)(=O)O.C(CN)N